3-vinylimidazole lithium bromide [Br-].[Li+].C(=C)N1C=NC=C1